FC(C1=NN=C(O1)C1=CC(=C(CN(S(=O)(=O)CC)C2=CC(=CC=C2)CN2CCN(CC2)C)C=C1)F)F N-(4-(5-(difluoromethyl)-1,3,4-oxadiazol-2-yl)-2-fluorobenzyl)-N-(3-((4-methylpiperazin-1-yl)methyl)phenyl)ethanesulfonamide